CC=1SC(=CN1)C=1N=C(C=2N(C1)N=CC2)O[C@H]2CCN(CCC2)C(=O)OC(C)(C)C tert-butyl (R)-4-((6-(2-methylthiazol-5-yl)pyrazolo[1,5-a]pyrazin-4-yl)oxy)azepane-1-carboxylate